4-ethoxypyrrolidine-1-carboxylic acid tert-butyl ester C(C)(C)(C)OC(=O)N1CCC(C1)OCC